C=1(C(=CC(=C(C1)C#N)C#N)C#N)C#N 1,2,4,5-Benzenetetracarbonitrile